vinyl cyanide C(=C)C#N